C=1(C(=CC=C2C3=CC=CC=C3CC12)CCC(=O)O)CCC(=O)O.N(=[N+]=[N-])CC1CCN(CC1)CCNS(=O)(=O)C1=CC=C(C=C1)C1=COC=C1 N-(2-(4-(azidomethyl)piperidin-1-yl)ethyl)-4-(furan-3-yl)benzenesulfonamide fluorenedipropionate